2-(4-bromophenyl)-2H-indazole-7-carboxamide BrC1=CC=C(C=C1)N1N=C2C(=CC=CC2=C1)C(=O)N